diphenylsilylbis(4,5,6,7-tetrahydroindenyl)zirconium dichloride [Cl-].[Cl-].C1(=CC=CC=C1)[SiH](C1=CC=CC=C1)[Zr+2](C1C=CC=2CCCCC12)C1C=CC=2CCCCC12